FC1=C(C(=CC=C1)CN1CC(C1)F)CN (2-fluoro-6-((3-fluoroazetidin-1-yl)methyl)phenyl)methylamine